C(#N)[C@H]1N(CC(C1)(F)F)C(CNC(=O)C1=CC=NC2=CC=C(C=C12)/C=C/C1=CC=C(OCCCN2CCN(CC2)C(=O)OC(C)(C)C)C=C1)=O tertbutyl (S,E)-4-(3-(4-(2-(4-((2-(2-cyano-4,4-difluoropyrrolidin-1-yl)-2-oxoethyl)carbamoyl)quinolin-6-yl)vinyl)phenoxy)propyl)piperazine-1-carboxylate